6,6-dimethyl-N-(m-tolylcarbamoyl)-N'-trityl-6,7-dihydro-5H-pyrazolo[5,1-b][1,3]oxazine-3-sulfonimidamide CC1(CN2C(OC1)=C(C=N2)S(=O)(NC(NC=2C=C(C=CC2)C)=O)=NC(C2=CC=CC=C2)(C2=CC=CC=C2)C2=CC=CC=C2)C